O=C1N(CC2=CC(=CC=C12)N1CCNCC1)C1C(NC(CC1)=O)=O 3-(1-oxo-5-(piperazine-1-yl)isoindol-2-yl)piperidine-2,6-dione